ClC1=NC(=CC(=C1)C=1C(=NN2C1N=C(C=C2)N[C@H]2CN(C[C@@H]2OC)C)C=2C=C(C#N)C=CC2)C 3-[3-(2-Chloro-6-methyl-4-pyridyl)-5-[[(3S,4S)-4-methoxy-1-methyl-pyrrolidin-3-yl]amino]pyrazolo[1,5-a]pyrimidin-2-yl]benzonitrile